(2S,4R)-1-[(2S)-2-(4-cyclopropyltriazol-1-yl)-3,3-dimethyl-butanoyl]-4-hydroxy-N-[(1R,3S)-3-(hydroxymethyl)indan-1-yl]pyrrolidine-2-carboxamide C1(CC1)C=1N=NN(C1)[C@H](C(=O)N1[C@@H](C[C@H](C1)O)C(=O)N[C@@H]1C[C@@H](C2=CC=CC=C12)CO)C(C)(C)C